FC1(C(CNCC1)C1=CC(=[N+](C=C1)[O-])CO)F 4-(4,4-difluoropiperidin-3-yl)-2-(hydroxymethyl)pyridine 1-oxide